3-O-[(3R)-3-hydroxytetradecanoyl]-2-{[(3R)-3-hydroxytetradecanoyl]amino}-1-O-phosphono-α-D-glucopyranose O[C@@H](CC(=O)O[C@@H]1[C@]([C@@H](OP(=O)(O)O)O[C@@H]([C@H]1O)CO)(O)NC(C[C@@H](CCCCCCCCCCC)O)=O)CCCCCCCCCCC